N-cyclopropyl-3-(1-{7-ethoxyimidazo[1,2-a]pyridin-3-yl}-1H-pyrazol-4-yl)-4-methylbenzamide C1(CC1)NC(C1=CC(=C(C=C1)C)C=1C=NN(C1)C1=CN=C2N1C=CC(=C2)OCC)=O